N-[4-Amino-1-(2-trimethylsilylethoxymethyl)pyrazolo[4,3-c]pyridin-7-yl]-2-oxo-2-[rac-(2R,5S)-2-(2-isopropylindazol-5-yl)-5-methyl-1-piperidyl]acetamide Copper [Cu].NC1=NC=C(C2=C1C=NN2COCC[Si](C)(C)C)NC(C(N2[C@H](CC[C@@H](C2)C)C2=CC1=CN(N=C1C=C2)C(C)C)=O)=O |r|